FC=1C=CC(=NC1)C(COC)O 1-(5-Fluoro-2-pyridyl)-2-methoxy-ethanol